C(C)(C)C1C(C(CC=C1)C(=O)O)C(=O)O 3-isopropyl-4-cyclohexene-1,2-dicarboxylic acid